C(C)(C)C1OC(CN1CC(C)O)C 2-isopropyl-3-(2'-hydroxypropyl)-5-methyl-1,3-oxazolidine